Boron diacetate C(C)(=O)[O-].C(C)(=O)[O-].[B+2]